O1CCN(CC1)C=1C=C2C(=NC1)C=C(N2)C(=O)N2CCC(CC2)C2=C(C=CC=C2)C(F)(F)F (6-morpholino-1H-pyrrolo[3,2-b]pyridin-2-yl)(4-(2-(trifluoromethyl)phenyl)piperidin-1-yl)methanone